N-((3R,4S)-1-(5-(6-ethoxy-1H-pyrazolo[3',4':3,4]pyrazolo[1,5-a]pyridin-4-yl)pyridin-2-yl)-3-hydroxypiperidin-4-yl)-3-(trifluoromethyl)pyridinecarboxamide C(C)OC=1C=C(C=2N(C1)N=C1C2C=NN1)C=1C=CC(=NC1)N1C[C@H]([C@H](CC1)NC(=O)C1=NC=CC=C1C(F)(F)F)O